(2S)-N-[(1S)-1-(2-Amino-2-oxo-ethyl)-3-(6-methylpyrimidin-4-yl)prop-2-ynyl]-1-[1-[4-(trifluoromethoxy)phenyl]cyclopropanecarbonyl]pyrrolidine-2-carboxamide NC(C[C@@H](C#CC1=NC=NC(=C1)C)NC(=O)[C@H]1N(CCC1)C(=O)C1(CC1)C1=CC=C(C=C1)OC(F)(F)F)=O